C1(CCCCC1)P(C1=C(C(=CC=C1OC)OC)C1=C(C=C(C=C1C(C)C)C(C)C)C(C)C)C1CCCCC1 dicyclohexyl[3,6-dimethoxy-2',4',6'-Triisopropyl[1,1'-biphenyl]-2-yl]phosphine